NCC1CCC(CC1)C(N[C@H](C(NCCCC[C@H](NC(N[C@@H](CCC(=O)O)C(=O)O)=O)C(=O)O)=O)CC1=CC=C(C=C1)C1=CC=CC=C1)=O (3S,10S,14S)-1-[(1r,4S)-4-(aminomethyl)cyclohexyl]-3-[([1,1'-biphenyl]-4-yl)methyl]-1,4,12-trioxo-2,5,11,13-tetraazahexadecane-10,14,16-tricarboxylic acid